C(CCC)N1N=NC(=C1)CCCCC 1-butyl-4-pentyl-1H-1,2,3-triazole